FC=1C=CC(=C(C1)[C@@H](N1C(C2=CC(=CC=C2C1)C1=CC=C(C=C1)N1CCCC1)=O)C=1NC2=CC=CC=C2C1)O (R)-2-((5-fluoro-2-hydroxyphenyl)(1H-indol-2-yl)methyl)-6-(4-(pyrrolidin-1-yl)phenyl)isoindolin-1-one